[Ca+2].C(CCNC([C@@H](O)C(C)(C)CO)=O)(=O)[O-].C(CCNC([C@@H](O)C(C)(C)CO)=O)(=O)[O-] D-pantothenic acid calcium salt